3-(((6-Chloro-2-(trifluoromethyl)quinolin-4-yl)amino)methyl)-N-methyl-3-(1H-pyrazol-1-yl)azetidine-1-carboxamide ClC=1C=C2C(=CC(=NC2=CC1)C(F)(F)F)NCC1(CN(C1)C(=O)NC)N1N=CC=C1